OCC1=CN(C2=CC=CC=C12)C(C(=O)OC)CCCCCCCCCCCC methyl (3-(hydroxymethyl)-1H-indol-1-yl)tetradecanoate